C(C1=CC=CC=C1)C1(CC(=NO1)COC1=CC=CC2=CC=CC=C12)C(=O)O 5-benzyl-3-((naphthalen-1-yloxy)methyl)-4,5-dihydroisoxazole-5-carboxylic acid